3,3'-((((3-(2-carboxy-2-(pyrrolidin-3-yl)ethyl)benzyl)azanediyl)bis(methylene))bis(1H-benzo[d]imidazole-7,2-diyl))bis(2-(pyrrolidin-3-yl)propanoic acid) C(=O)(O)C(CC=1C=C(CN(CC2=CC=CC3=C2NC(=N3)CC(C(=O)O)C3CNCC3)CC3=CC=CC2=C3NC(=N2)CC(C(=O)O)C2CNCC2)C=CC1)C1CNCC1